3-(6-fluoropyridin-3-yl)-1-methylimidazolidine-2,4-dione FC1=CC=C(C=N1)N1C(N(CC1=O)C)=O